[N+](=O)([O-])C1=CC=C(C=C1)C[C@@H](C=1N=C(SC1)C=1SC=CC1)NC(OC(C)(C)C)=O tert-butyl (S)-(2-(4-nitrophenyl)-1-(2-(thiophen-2-yl)thiazol-4-yl)ethyl)carbamate